(R)-4,4-difluoropyrrolidine-2-carboxamide FC1(C[C@@H](NC1)C(=O)N)F